1,2,4,5-tetrathiane S1SCSSC1